1-((2-(4'-fluoro-2'-(4-methyl-4H-1,2,4-triazol-3-yl)-[1,1'-biphenyl]-3-yl)-7-(trifluoromethyl)-1H-benzo[d]imidazol-5-yl)methyl)-3-methylazetidin-3-ol FC1=CC(=C(C=C1)C1=CC(=CC=C1)C1=NC2=C(N1)C(=CC(=C2)CN2CC(C2)(O)C)C(F)(F)F)C2=NN=CN2C